(S)-3-((((9H-Fluoren-9-yl)methoxy)carbonyl)amino)-4-oxo-4-(piperidin-1-yl)butanoic acid C1=CC=CC=2C3=CC=CC=C3C(C12)COC(=O)N[C@@H](CC(=O)O)C(N1CCCCC1)=O